BrC1=CC(=C(N)C=C1)N1CCCCC1 4-bromo-2-(piperidin-1-yl)aniline